iso-propyl-zirconium C(C)(C)[Zr]